COC(C1=C(C=C(C=C1)CN1CCN(CC1)C1=CC(=C(C=C1)F)C#N)F)=O methyl-4-((4-(3-cyano-4-fluorophenyl) piperazin-1-yl) methyl)-2-fluorobenzoate